CCCCCCCCCCN1C=C[N+](=C1)C.C(F)(F)(F)S(=O)(=O)[N-]S(=O)(=O)C(F)(F)F 1-decyl-3-methylimidazolium bis(trifluoromethylsulfonyl) imide